C(=O)O.C(CC)[Mg]Cl propylmagnesium chloride format